N1=C(C=CC=C1)C1NC2=CC=CC=C2C=2N1C1=C(N2)C=CC=C1 6-Pyridin-2-yl-5,6-dihydro-benzo[4,5]imidazo[1,2-c]quinazoline